2-[3-(triethoxysilyl)propyl]-5,5'-ethylenebis(1,2,3,4-tetrazole) C(C)O[Si](CCCC(CC1=NN=NN1)C1=NN=NN1)(OCC)OCC